3-[1-(2-chloro-3,6-difluoro-phenyl)-ethoxy]-5-(3-methyl-butoxy)-pyridin-2-ylamine ClC1=C(C(=CC=C1F)F)C(C)OC=1C(=NC=C(C1)OCCC(C)C)N